(Z)-3-((1H-pyrrolo[3,2-b]pyridin-2-yl)methylene)-6-methyl-5-(8-methyl-2,3-dihydro-1H-pyrido[2,3-b][1,4]oxazin-7-yl)indolin-2-one N1C(=CC2=NC=CC=C21)\C=C\2/C(NC1=CC(=C(C=C21)C2=C(C1=C(OCCN1)N=C2)C)C)=O